N1,N1'-([1,1'-biphenyl]-4,4'-diyl)bis(N1-phenyl-N4,N4-dim-tolylbenzene-1,4-diamine) C1(=CC=C(C=C1)N(C1=CC=C(C=C1)N(C=1C=C(C=CC1)C)C=1C=C(C=CC1)C)C1=CC=CC=C1)C1=CC=C(C=C1)N(C1=CC=C(C=C1)N(C=1C=C(C=CC1)C)C=1C=C(C=CC1)C)C1=CC=CC=C1